1,6-bis-(N,N-dibenzyl-thiocarbamoyldithio)hexane C(C1=CC=CC=C1)N(C(=S)SSCCCCCCSSC(N(CC1=CC=CC=C1)CC1=CC=CC=C1)=S)CC1=CC=CC=C1